C(C)(=O)O[C@@H]1[C@H](O[C@H]([C@@H]([C@H]1OC(C)=O)OC(C)=O)OCCCC=C)COC(C)=O (2R,3R,4S,5R,6R)-2-(acetoxymethyl)-6-(pent-4-en-1-yloxy)tetrahydro-2H-pyran-3,4,5-triyl triacetate